C(CCCCCCCCCCCCCCCCC)OC(CCCC1=CC(=C(C(=C1)C(C)(C)C)O)C(C)(C)C)=O n-octadecyl-3-(3,5-ditert-butyl-4-hydroxybenzyl)propionate